S(=O)(=O)([O-])O.S(=O)(=O)(O)O.[K+] potassium sulphate, Sulphate salt